thymine mercury salt [Hg].N1C(=O)NC(=O)C(C)=C1